4-butoxybenzonitrile C(CCC)OC1=CC=C(C#N)C=C1